Sodium β-nonadecylaminopropionate C(CCCCCCCCCCCCCCCCCC)NCCC(=O)[O-].[Na+]